1,1-difluoro-propan-2-ol FC(C(C)O)F